5-(morpholin-4-yl)pyridin-3-amine N1(CCOCC1)C=1C=C(C=NC1)N